N-(3-(5-(2-aminopyrimidin-4-yl)-2-(tert-butyl)thiazol-4-yl)-5-chloro-2-fluorophenyl)-2-methylpropane-1-sulfonamide NC1=NC=CC(=N1)C1=C(N=C(S1)C(C)(C)C)C=1C(=C(C=C(C1)Cl)NS(=O)(=O)CC(C)C)F